C(=O)(O)CC(=O)NC1=C(C(=O)O)C=CC=C1 2-(carboxyacetamido)-benzoic acid